FC1=C(OCC=2C=C(OC3CCNCC3)C=CC2)C=CC(=C1)N1C=NC=C1 4-(3-((2-Fluoro-4-(1H-imidazol-1-yl)phenoxy)methyl)phenoxy)piperidine